CC(C)(CCC(C)(OOCC(CCCC)CC)C)OOCC(CCCC)CC 2,5-dimethyl-2,5-bis(2-ethylhexyl-peroxy)hexane